1-(1-benzoyl-5-fluoro-1H-pyrrolo[2,3-b]pyridin-3-yl)-3-(6-(4,4-difluorocyclohexyl)pyridin-3-yl)urea C(C1=CC=CC=C1)(=O)N1C=C(C=2C1=NC=C(C2)F)NC(=O)NC=2C=NC(=CC2)C2CCC(CC2)(F)F